BrC1=C(C(=NC(=C1)N1C=NC=C1)C)N 4-bromo-6-(1H-imidazol-1-yl)-2-methylpyridin-3-amine